N-(4-chlorobenzyl)-7-isobutyl-1-isopentyl-5-oxooctahydro-3aH-3,6-methanopyrrolo[3,2-b]pyridine-3a-carboxamide ClC1=CC=C(CNC(=O)C23NC(C4C(C2N(CC3C4)CCC(C)C)CC(C)C)=O)C=C1